8-(1,4-dioxaspiro[4.5]decan-8-yl)-3,4-dihydro-2H-1,4-benzoxazine O1CCOC12CCC(CC2)C2=CC=CC=1NCCOC12